C(C)(C)C=1C(=NN(C1C=1C=C(C=2N(C1)N=CN2)C)C)C(=O)O 4-isopropyl-1-methyl-5-(8-methyl-[1,2,4]triazolo[1,5-a]pyridin-6-yl)-1H-pyrazole-3-carboxylic acid